(S)-4'-(4-acryloyl-1-(methylsulfonyl)piperazin-2-yl)-6'-chloro-N,6-dimethyl-[2,2'-bipyridine]-4-carboxamide C(C=C)(=O)N1C[C@@H](N(CC1)S(=O)(=O)C)C1=CC(=NC(=C1)Cl)C1=NC(=CC(=C1)C(=O)NC)C